[2H]C([2H])([2H])C([2H])([2H])C([2H])([2H])C([2H])([2H])CCCCCCCCC/C=C/[C@H]([C@H](CO)N)O (2S,3R,E)-aminooctadec-4-ene-15,15,16,16,17,17,18,18,18-d9-1,3-diol